C1(CCCCC1)CCNC(C1=CC(=CC=C1)NC1=C(C=C(C=C1)OCC1=NC=CC=C1)CC)=O N-(2-(cyclohexyl)ethyl)-3-((2-ethyl-4-(pyridin-2-ylmethoxy)phenyl)amino)benzamide